FC1=CC=C(C=C1)N1CCN(CC1)C(=O)C1=CC(=NO1)C1=CC=C(C=C1)F 1-(4-fluorophenyl)-4-[3-(4-fluorophenyl)-1,2-oxazole-5-carbonyl]piperazine